C(=O)OC(CCCC\C=C/C\C=C/C\C=C/C\C=C/CCCCC)CCCC\C=C/C\C=C/C\C=C/C\C=C/CCCCC Diarachidonylmethyl Formate